2-(2-chloro-6-fluorophenyl)pyrrolidine ClC1=C(C(=CC=C1)F)C1NCCC1